C1CO1 monoethylene oxide